BrC1=CC=C(C=C1)C(C)(C)C=1N=C(SC1)NC(=O)NCC1=NC=NC(=C1)N1CCNCC1 1-(4-(2-(4-bromophenyl)-propan-2-yl)thiazol-2-yl)-3-((6-(piperazin-1-yl)-pyrimidin-4-yl)methyl)-urea